C(CCC)[Sn](C1=CC=CC(=N1)C(=O)N)(CCCC)CCCC 6-(tributylstannyl)picolinamide